5-bromo-2-chloro-1,4-dimethyl-benzene BrC=1C(=CC(=C(C1)C)Cl)C